ClC1=CC=C(C=C1)C(C1=C(C=C(C(=C1)OC(C)C)OC)CC(=O)NC1CCC(CC1)=O)O 2-[2-[(4-chlorophenyl)-hydroxy-methyl]-4-isopropoxy-5-methoxy-phenyl]-N-(4-oxocyclohexyl)acetamide